C(CCCCC)C(C(=O)OCCCCCC(CCCCCOC(CC(CSCCCCCCC)SCCCCCCC)=O)N(C)CCCCO)CCCCCCCC 11-((3,4-bis(Heptylthio)butanoyl)oxy)-6-((4-hydroxybutyl)(methyl)amino)undecyl 2-hexyldecanoate